((1H-Imidazol-1-yl)methyl)-2-(3-methoxyquinolin-5-yl)-5-(1-methyl-3-(trifluoromethyl)-1H-pyrazol-4-yl)-3,4-dihydroisoquinolin-1(2H)-one N1(C=NC=C1)CC1N(C(C2=CC=CC(=C2C1)C=1C(=NN(C1)C)C(F)(F)F)=O)C1=C2C=C(C=NC2=CC=C1)OC